ClC1=C(COC2=NC=3CCC=C(C3C=C2)SC2=CC=CC=C2)C(=CC=C1)Cl 2-((2,6-dichlorobenzyl)oxy)-5-(phenylthio)-7,8-dihydroquinoline